5-furanoate O1C=CC=C1C(=O)[O-]